NC1=NC=NN2C1=CC=C2[C@@H]2O[C@]([C@@H]1[C@H]2OC(O1)(C)C)(C#N)COP(=O)(OC1=CC=CC=C1)N[C@@H](C)C(=O)OCC1COC1 oxetan-3-ylmethyl ((((3aS,4R,6S,6aS)-6-(4-aminopyrrolo[2,1-f][1,2,4]triazin-7-yl)-4-cyano-2,2-dimethyltetrahydrofuro[3,4-d][1,3]dioxol-4-yl)methoxy)(phenoxy)phosphoryl)-L-alaninate